N1(CCOCC1)C1=C(C=CC=C1)C(C1=C(C(=CC=2C3=CC(=C(C=C3CC12)C)C)C)C)(C1C=CC=C1)C1=C(C=CC=C1)N1CCOCC1 bis(4-N-morpholinylphenyl)(cyclopentadienyl)(2,3,6,7-tetramethylfluorenyl)methane